(4R)-4-[3-Oxo-3-[6-[[6-(trifluoro-methyl)pyridazin-3-yl]methyl]-2-azaspiro[3.3]heptan-2-yl]propyl]oxazolidin-2-one O=C(CC[C@H]1NC(OC1)=O)N1CC2(C1)CC(C2)CC=2N=NC(=CC2)C(F)(F)F